2-(1-(3-Amino-4-(6-(1-methyl-1H-pyrazol-4-yl)pyrazolo[1,5-a]pyrazin-4-yl)-1H-pyrazol-1-yl)-3-hydroxycyclobutyl)acetonitrile NC1=NN(C=C1C=1C=2N(C=C(N1)C=1C=NN(C1)C)N=CC2)C2(CC(C2)O)CC#N